N[C@@H](CC(=O)N1CCOCC1)CC1=C(C=C(C(=C1)F)F)F (R)-3-amino-1-morpholino-4-(2,4,5-trifluorophenyl)-1-butanone